alpha-D-glucopyranosylsulfate [C@H]1([C@H](O)[C@@H](O)[C@H](O)[C@H](O1)CO)OS(=O)(=O)[O-]